methyl 2-bromo-3-(2,2-difluoroethyl)-1H-indole-5-carboxylate BrC=1NC2=CC=C(C=C2C1CC(F)F)C(=O)OC